N[C@@H](CCCCCC(=O)C=1OC=CN1)C=1NC(=CN1)C1=C(C=CC(=C1)C(F)(F)F)F (7S)-7-amino-7-{5-[2-fluoro-5-(trifluoromethyl)phenyl]-1H-imidazol-2-yl}-1-(1,3-oxazol-2-yl)heptan-1-one